BrCC(=O)C1=CC=C(C=C1)OCCCCl 2-bromo-1-(4-(3-chloropropoxy)phenyl)ethanone